O=C1C(N=NC2=CC=CC=C12)C(=O)[O-] 4-oxo-cinnoline-3-carboxylate